C[C@H]1CN(C[C@H](N1CCN1CCNCC1)C)C1=NC=CC(=C1)C1=NNC2=CC=C(C=C12)[N+](=O)[O-] 3-[2-[(3s,5r)-3,5-dimethyl-4-(2-piperazin-1-ylethyl)piperazin-1-yl]-4-pyridinyl]-5-nitro-1H-indazole